NC1=C2N=CN(C2=NC=N1)C[C@@H](C)OCP(OCCCOCCCCCCCCCCCCCC[Si](C)(C)C)(O)=O 3-((14-(trimethylsilyl)tetradecyl)oxy)propyl hydrogen ((((R)-1-(6-amino-9H-purin-9-yl)propan-2-yl)oxy)methyl)phosphonate